heptacosdiene C=CC=CCCCCCCCCCCCCCCCCCCCCCCC